BrC1=C(C=C(C(=N1)C1=CC=CC=C1)NC(=O)N[C@H]1[C@@H](CC(C2=CC(=C(C=C12)F)F)(C)C)O)C (6-bromo-5-methyl-2-phenylpyridin-3-yl)-3-((1R,2R)-6,7-difluoro-2-hydroxy-4,4-dimethyl-1,2,3,4-tetrahydronaphthalen-1-yl)urea